((2R,3S,4R,5R)-5-(4-aminopyrrolo[2,1-f][1,2,4]triazin-7-yl)-5-cyano-4-hydroxy-3-(propionyloxy)tetrahydrofuran-2-yl)methyl isobutyrate C(C(C)C)(=O)OC[C@H]1O[C@@]([C@@H]([C@@H]1OC(CC)=O)O)(C#N)C1=CC=C2C(=NC=NN21)N